2-(dimethyl)amino-2-methyl-1-propanol CN(C(CO)(C)C)C